C(CC=C)OC=1C(=NC(=C(C1)F)I)I 3-but-3-enoxy-5-fluoro-2,6-diiodo-pyridine